C(C1=CC=CC=C1)SN1C(CCC1=O)=O N-(benzylthio)succinimide